C(C)N(C(C1=C(C=CC(=C1)F)C=1C=2N(C=C(C1)C1(CN(C1)[C@@H](C(C)C)CCC=O)O)C(=NC2)C)=O)C(C)C N-ethyl-5-fluoro-2-(6-{3-hydroxy-1-[(3R)-2-methyl-6-oxohexan-3-yl]azetidin-3-yl}-3-methylimidazo[1,5-a]pyridin-8-yl)-N-(isopropyl)benzamide